C(C)OC(=O)C1=CC(=NN1C)C(C)C=1C=NC(=CC1C)Cl (1-(6-chloro-4-methylpyridin-3-yl)ethyl)-1-methyl-1H-pyrazole-5-carboxylic acid ethyl ester